FC(S(=O)(=O)OC1=NC=CC2=CN=C(C=C12)NC1=CC=C(C=C1)S(=O)(=O)CCO[Si](C)(C)C(C)(C)C)(F)F 7-((4-((2-((tert-butyldimethylsilyl)oxy)ethyl)sulfonyl)phenyl)amino)-2,6-naphthyridin-1-yl trifluoromethanesulfonate